(7-azabicyclo[2.2.1]hept-7-yl)-N-(4-(5-bromopyridin-3-yl)phenyl)-2-oxoacetamide C12CCC(CC1)N2C(C(=O)NC2=CC=C(C=C2)C=2C=NC=C(C2)Br)=O